O1C(C(C(C1)O)O)O tetrahydro-furan-2,3,4-triol